ClC1=CC(=NC=C1)C#N 4-chloropyridine-2-carbonitrile